tris-(4-chlorophenyl)sulfonium hexafluoropropanesulfonate FC(C(C(S(=O)(=O)[O-])(F)F)(F)F)F.ClC1=CC=C(C=C1)[S+](C1=CC=C(C=C1)Cl)C1=CC=C(C=C1)Cl